C1N(CC12CCNCC2)C=2C=C1C(N(C(C1=CC2)=O)C2C(NC(CC2)=O)=O)=O 5-{2,7-diazaspiro[3.5]nonan-2-yl}-2-(2,6-dioxopiperidin-3-yl)isoindole-1,3-dione